C1(=CC=C2C=CC3=C(C=CC4=CC=C1C2=C34)C3=CC=C(C=O)C=C3)C3=CC=C(C=O)C=C3 4,4'-(pyrene-1,6-diyl)dibenzoaldehyde